rac-7-bromo-N,N-dimethyl-2-((1S*,2S*)-2-(4-methylpyrimidin-2-yl)cyclopropyl)quinolin-4-amine BrC1=CC=C2C(=CC(=NC2=C1)[C@@H]1[C@H](C1)C1=NC=CC(=N1)C)N(C)C |r|